tert-butyl-[3-(5-cyclopropylpyrazol-1-yl)cyclobutoxy]-dimethyl-silane C(C)(C)(C)[Si](C)(C)OC1CC(C1)N1N=CC=C1C1CC1